(S)-(1-(4-((1-(3,4,5-trimethoxyphenyl)-1H-imidazol-4-yl)amino)-7H-pyrrolo[2,3-d]pyrimidin-2-yl)pyrrolidin-2-yl)methanol COC=1C=C(C=C(C1OC)OC)N1C=NC(=C1)NC=1C2=C(N=C(N1)N1[C@@H](CCC1)CO)NC=C2